4-(5-chloropyridin-2-yl)-N-(5-hydroxypyridin-2-yl)-1,4-diazacycloheptane-1-carboxamide ClC=1C=CC(=NC1)N1CCN(CCC1)C(=O)NC1=NC=C(C=C1)O